N-((4-(4-bromophenyl)-4,5,6,7-tetrahydropyrazolo[1,5-a]pyrimidin-6-yl)methyl)acrylamide BrC1=CC=C(C=C1)N1C=2N(CC(C1)CNC(C=C)=O)N=CC2